6-(3,6-dihydro-2H-pyran-4-yl)-N-(1,1-dioxido-2,3-dihydrothiophen-3-yl)-2-oxo-1,2-dihydropyridine-3-carboxamide O1CCC(=CC1)C1=CC=C(C(N1)=O)C(=O)NC1CS(C=C1)(=O)=O